C(C)C(COP(=O)(OCC(CCCC)CC)C(C(=O)O)C)CCCC (di((2-ethylhexyl)oxy)phosphoryl)propionic acid